OC=1C=C(C=CC1)[C@@H](C)NC(OC(C)(C)C)=O tert-butyl (R)-(1-(3-hydroxyphenyl)ethyl)carbamate